(4,4-diethyl-2-imino-6-oxotetrahydropyrimidin-1(2H)-yl)-N-((3S,4R)-3-hydroxy-3-methylchroman-4-yl)-5,6,7,8-tetrahydronaphthalene-2-carboxamide C(C)C1(NC(N(C(C1)=O)C1=C(C=CC=2CCCCC12)C(=O)N[C@H]1[C@](COC2=CC=CC=C12)(C)O)=N)CC